5-Bromo-1-cyclopropyl-2-oxo-1,2-dihydropyridine-3-carboxylic acid methyl ester COC(=O)C=1C(N(C=C(C1)Br)C1CC1)=O